N-({4-[6-(dimethylamino)pyridine-3-sulfonyl]phenyl}methyl)-1H-pyrrolo[3,2-c]pyridine-2-carboxamide CN(C1=CC=C(C=N1)S(=O)(=O)C1=CC=C(C=C1)CNC(=O)C1=CC=2C=NC=CC2N1)C